N-(6-(difluoromethyl)pyridin-2-yl)-7-isopropoxy-2-(1-methyl-2-oxabicyclo[2.1.1]hexan-4-yl)imidazo[1,2-a]pyrimidine-6-carboxamide FC(C1=CC=CC(=N1)NC(=O)C=1C(=NC=2N(C1)C=C(N2)C21COC(C2)(C1)C)OC(C)C)F